N(=[N+]=[N-])CCOCCOCC(=O)N[C@H](C(=O)N1[C@@H](C[C@H](C1)O)C(=O)NCC1=CC=C(C=C1)C1=C(N=CS1)C)C(C)(C)C (2S,4r)-1-((S)-2-(2-(2-(2-azidoethoxy)ethoxy)acetamido)-3,3-dimethylbutyryl)-4-hydroxy-N-(4-(4-methylthiazol-5-yl)benzyl)pyrrolidine-2-carboxamide